N-(1-((1R,2S)-2-fluorocyclopropyl)-2-oxo-1,2-dihydropyridin-3-yl)-2-(1-(fluoromethyl)-2-oxabicyclo[2.1.1]hexan-4-yl)-6-isopropoxy-2H-indazole-5-carboxamide F[C@@H]1[C@@H](C1)N1C(C(=CC=C1)NC(=O)C1=CC2=CN(N=C2C=C1OC(C)C)C12COC(C1)(C2)CF)=O